FC1=C(C=C(C=C1)F)[C@@]12N(CC[C@H]2C1)C1=NC=2N(C=C1)N=CC2C2=CN=C(S2)C(F)(F)F 5-(5-((1R,5S)-1-(2,5-difluorophenyl)-2-azabicyclo[3.1.0]hex-2-yl)pyrazolo[1,5-a]pyrimidin-3-yl)-2-(trifluoromethyl)thiazole